1-(heptadecan-9-yl) 17-((2-hexylcyclopropyl)methyl) 9-((oxetan-3-ylmethyl)amino)heptadecanedioate O1CC(C1)CNC(CCCCCCCC(=O)OC(CCCCCCCC)CCCCCCCC)CCCCCCCC(=O)OCC1C(C1)CCCCCC